C(C=C)(=O)O.CO.CO dimethanol Acrylate